ClC=1C(=CC=C2N=CC(=NC12)C=1C(=NN(C1)CC1CCN(CC1)C(=O)OC(C)(C)C)C)OC1=CC2=C(N(C(=N2)C)COCC[Si](C)(C)C)C=C1 tert-butyl 4-[[4-[8-chloro-7-[2-methyl-1-(2-trimethylsilylethoxymethyl)-benzimidazol-5-yl]oxy-quinoxalin-2-yl]-3-methyl-pyrazol-1-yl]methyl]piperidine-1-carboxylate